O1CCC(CC1)N1N=CN=C1 (tetrahydro-pyran-4-yl)-1H-[1,2,4]triazol